4-Methyl-N-((S)-5,5,5-trifluoro-4,4-dimethyl-1-(7-(((S)-4-methyl-2-oxo-4-(trifluoromethyl)imidazolidin-1-yl)methyl)imidazo[1,2-b]pyridazin-2-yl)pentyl)-1,2,5-oxadiazole-3-carboxamide CC=1C(=NON1)C(=O)N[C@@H](CCC(C(F)(F)F)(C)C)C=1N=C2N(N=CC(=C2)CN2C(N[C@@](C2)(C(F)(F)F)C)=O)C1